(2R,3S)-N-(2-amino-4-(4-(trifluoromethyl)phenethyl)phenyl)-2,3-difluoroheptanamide NC1=C(C=CC(=C1)CCC1=CC=C(C=C1)C(F)(F)F)NC([C@H]([C@H](CCCC)F)F)=O